C(C1=CC=CC=C1)NS(=O)(=O)C1=C(C(=C(C(=C1OC(C)C)F)F)F)F N-benzyl-2,3,4,5-tetrafluoro-6-isopropoxy-benzenesulfonamide